C(#N)C1=CC(=C(C=C1)C1=CC(=NC(=C1)C1CC1)NC(C=1C(N(C=C(C1)CN1C[C@H](CCC1)C)C1CC1)=O)=O)C1=NN=CN1C N-{4-[4-cyano-2-(4-methyl-4H-1,2,4-triazol-3-yl)phenyl]-6-cyclopropyl-2-pyridyl}-5-{[(S)-3-methyl-1-piperidyl]methyl}-1-cyclopropyl-2-oxo-1,2-dihydronicotinamide